C(C)N(CC)P(N(CC)CC)N(CC)CC tris(diethylamino)-phosphine